O=C1NOC[C@H]1NC(OC(C)(C)C)=O tert-butyl N-[(4R)-3-oxoisoxazolidin-4-yl]carbamate